N[C@H](C(=O)NC1CN(C1)C1=NC(=C(C(=C1C#N)C1CC1)C#N)SC(C(=O)N)C1=CC=CC=C1)CO (2S)-2-amino-N-(1-(6-((2-amino-2-oxo-1-phenylethyl)thio)-3,5-dicyano-4-cyclopropylpyridin-2-yl)azetidin-3-yl)-3-hydroxypropanamide